adamantane-2-carboxylate C12C(C3CC(CC(C1)C3)C2)C(=O)[O-]